α-chloroacetyl chloride ClCC(=O)Cl